C1(CC(C(CC1)C(C)C)C=1C(=C(C(=O)O)C=CC1)N)C.C(C=1C(N)=CC=CC1)(=O)OC1CC(CCC1C(C)C)C menthyl anthranilate (menthyl 2-aminobenzoate)